(Tetrahydro-2H-pyran-3-yl)methyl (2-amino-5-(thiophen-2-yl)phenyl)carbamate NC1=C(C=C(C=C1)C=1SC=CC1)NC(OCC1COCCC1)=O